(S)-1-(6-oxo-5-(trifluoromethyl)-1,6-dihydropyridin-3-yl)propan-2-yl (2S,6S)-2,6-dimethyl-4-(5-methylpyrimidin-2-yl)piperazine-1-carboxylate C[C@@H]1N([C@H](CN(C1)C1=NC=C(C=N1)C)C)C(=O)O[C@H](CC1=CNC(C(=C1)C(F)(F)F)=O)C